C(=O)([O-])OC(=O)[O-].[Fe+3].C(=O)([O-])OC(=O)[O-].C(=O)([O-])OC(=O)[O-].[Fe+3] iron(III) dicarbonate